4-(3-CHLOROPHENYL)-1H-PYRAZOL ClC=1C=C(C=CC1)C=1C=NNC1